N2-[6-[3-(trifluoromethoxy)phenoxy]-3-pyridyl]pyridine-2,3-diamine FC(OC=1C=C(OC2=CC=C(C=N2)NC2=NC=CC=C2N)C=CC1)(F)F